OC1=CC=C(C=C1)CCCN1C(=C(C=C1)C(=O)NC=1C=C(C=CC1C(F)(F)F)CC(=O)O)C(C)C {3-[({1-[3-(4-hydroxyphenyl)propyl]-2-isopropyl-1H-pyrrole-3-yl}carbonyl)amino]-4-(trifluoromethyl)phenyl}Acetic acid